3-(2-Chlorophenyl)-5-[4-(ethylsulfanyl)phenyl]-isoxazole ClC1=C(C=CC=C1)C1=NOC(=C1)C1=CC=C(C=C1)SCC